monocopper(I) monocopper(III) monoxide [Cu+]=O.[Cu+]